FC1=C(C=CC(=C1C)OC1=CC2=C(N(N=N2)C)C=C1)NC=1C2=C(N=CN1)C=CC(=N2)C2=CC1CCCC(C2)N1C(C=C)=O 1-(3-(4-((2-fluoro-3-methyl-4-((1-methyl-1H-benzo[d][1,2,3]triazol-5-yl)oxy)phenyl)amino)pyrido[3,2-d]pyrimidin-6-yl)-9-azabicyclo[3.3.1]non-2-en-9-yl)prop-2-en-1-one